BrC1=C(C=C(C2=C1CC(O2)C(=O)OC)Cl)[N+](=O)[O-] methyl 4-bromo-7-chloro-5-nitro-2,3-dihydrobenzofuran-2-carboxylate